ethyl 2-({7-[4-(aminosulfonyl)benzyl]-3-methyl-2,6-dioxo-2,3,6,7-tetrahydro-1H-purin-8-yl}thio)butanoate NS(=O)(=O)C1=CC=C(CN2C(=NC=3N(C(NC(C23)=O)=O)C)SC(C(=O)OCC)CC)C=C1